BrC=1C=CC(=NC1)C1(CC(CC1)NC1=NN2C(C=C(C=C2)F)=N1)N 1-(5-bromopyridin-2-yl)-N3-(7-fluoro-[1,2,4]triazolo[1,5-a]pyridin-2-yl)cyclopentane-1,3-diamine